4-(3,5-Di-tert-butyl-4-methoxyphenyl)-6-tert-butyl-5-methoxy-2-methylindenyl-lithium C(C)(C)(C)C=1C=C(C=C(C1OC)C(C)(C)C)C1=C2C=C(C(C2=CC(=C1OC)C(C)(C)C)[Li])C